Hexakis((Z)-3,7-dimethylocta-2,6-dien-1-yl) cis,cis-5,5',5'',5''',5'''',5'''''-((((cyclohexane-1,3,5-tricarbonyl)tris(azanediyl))tris(hexane-6,1-diyl))tris(azanetriyl))hexapentanoate C1(CC(CC(C1)C(=O)NCCCCCCN(CCCCC(=O)OC\C=C(/CCC=C(C)C)\C)CCCCC(=O)OC\C=C(/CCC=C(C)C)\C)C(=O)NCCCCCCN(CCCCC(=O)OC\C=C(/CCC=C(C)C)\C)CCCCC(=O)OC\C=C(/CCC=C(C)C)\C)C(=O)NCCCCCCN(CCCCC(=O)OC\C=C(/CCC=C(C)C)\C)CCCCC(=O)OC\C=C(/CCC=C(C)C)\C